C(#N)/C(/C(=O)N[C@H](C)C1=CC(=C(C=C1)OC)OC)=C\C1=CNC2=NC=C(C=C21)C2=CC(=CC=C2)NS(=O)(=O)C (R,E)-2-cyano-N-(1-(3,4-dimethoxyphenyl)ethyl)-3-(5-(3-(methylsulfonamido)phenyl)-1H-pyrrolo[2,3-b]pyridin-3-yl)acrylamide